COC=1C=C2C(=CC=NC2=CC1OC)OC1=CC=C(C=C1)NS(=O)(=O)C1=CC=CC=C1 N-(4-((6,7-dimethoxyquinolin-4-yl)oxy)phenyl)benzenesulfonamide